BrC1=C(C(=C2C(=NC(=NC2=C1F)OC[C@]12CCCN2C[C@@H](C1)F)O)OC[C@H](C=C)NC1COCCC1)Cl 7-Bromo-6-chloro-8-fluoro-2-(((2R,7aS)-2-fluorotetrahydro-1H-pyrrolizin-7a(5H)-yl)methoxy)-5-(((2S)-2-((tetrahydro-2H-pyran-3-yl)amino)but-3-en-1-yl)oxy)quinazolin-4-ol